CN1CCC(CC1)(O)C 1,4-dimethyl-4-piperidinol